BrCCN(C1=C(C=C(C=C1S(=O)(=O)N1CCN(CC1)C)[N+](=O)[O-])C)CCBr N,N-bis(2-bromoethyl)-2-methyl-6-((4-methylpiperazin-1-yl)sulfonyl)-4-nitroaniline